C1(CC1)C1=C(C=C(C=C1OCC)[C@@H](C)N)OCC (1R)-1-(4-cyclopropyl-3,5-diethoxyphenyl)ethane-1-amine